[Si](C)(C)(C(C)(C)C)OC(C)(C)C=1C=C(C=NC1OC)C1CN(CCC1=O)C(=O)OC(C)(C)C tert-butyl 3-(5-(2-(tert-butyldimethylsilyloxy) propan-2-yl)-6-methoxypyridin-3-yl)-4-oxopiperidine-1-carboxylate